6-[6-[5-(6-methyl-2-pyridyl)-1H-imidazol-4-yl]-3-quinolyl]-N-(4-piperidyl)pyridin-2-amine CC1=CC=CC(=N1)C1=C(N=CN1)C=1C=C2C=C(C=NC2=CC1)C1=CC=CC(=N1)NC1CCNCC1